CN1[C@@H]2CN([C@H](C1)C2)C2=CN=CC(=N2)NC2=CC1=C(C=N2)SC(=N1)C1=CC=NC=C1 6-[(1S,4S)-5-Methyl-2,5-diazabicyclo[2.2.1]heptan-2-yl]-N-[2-(pyridin-4-yl)-[1,3]thiazolo[5,4-c]pyridin-6-yl]pyrazin-2-amine